N[C@@H](CCC(=O)[O-])C(=O)OC(C(=O)OC([C@@H](N)CCC(=O)[O-])=O)=O.[Li+].[Li+] lithium oxalyl diglutamate